3-fluoro-2-hydroxy-5-(5-(4-(pyrrolidin-1-yl)phenyl)thiazol-2-yl)benzaldehyde FC=1C(=C(C=O)C=C(C1)C=1SC(=CN1)C1=CC=C(C=C1)N1CCCC1)O